4-(4-(5-((6-(3,5-dichlorophenyl)-4-((4-(((methylcarbamoyl)oxy)methyl)piperidin-1-yl)methyl)pyridin-2-yl)oxy)pyrimidin-2-yl)piperazin-1-yl)pentanoic acid ClC=1C=C(C=C(C1)Cl)C1=CC(=CC(=N1)OC=1C=NC(=NC1)N1CCN(CC1)C(CCC(=O)O)C)CN1CCC(CC1)COC(NC)=O